FC=1C=C(NC2=CC3=C(C(=N2)C(=O)N)OCO3)C=C(C1)F 6-(3,5-difluoroanilino)-[1,3]dioxolo[4,5-c]pyridine-4-carboxamide